(S)-3-(benzyloxy)-8-((3S,5R)-3,5-dimethylpiperazin-1-yl)-11-(4-fluorophenyl)-10-(trifluoromethyl)-3,4-dihydro-2H,6H-[1,4]thiazepino[2,3,4-ij]quinazolin-6-one C(C1=CC=CC=C1)O[C@H]1CN2C(N=C(C3=CC(=C(C(=C23)SC1)C1=CC=C(C=C1)F)C(F)(F)F)N1C[C@@H](N[C@@H](C1)C)C)=O